Tri(isobutyl)phosphonium C(C(C)C)[PH+](CC(C)C)CC(C)C